tetrapyridyl-nickel N1=C(C=CC=C1)[Ni](C1=NC=CC=C1)(C1=NC=CC=C1)C1=NC=CC=C1